2-[[4-[1-piperazinyl]-6-methyl-6-[[(3,4,5-trimethoxyphenyl)methyl]amino]-2-pyrimidinyl]amino]-4-methyl-5-thiazolecarboxylic acid, ethyl ester N1(CCNCC1)C=1N=C(NC(C1)(NCC1=CC(=C(C(=C1)OC)OC)OC)C)NC=1SC(=C(N1)C)C(=O)OCC